C1=CC=CC=2C3=CC=CC=C3C(C12)COC(=O)N[C@H](C(=O)O)CC1=CNC2=C(C=CC=C12)Br (S)-2-((((9H-Fluoren-9-yl)methoxy)carbonyl)amino)-3-(7-bromo-1H-indol-3-yl)propanoic acid